3-vinyl-1,4-oxazepane hydrochloride Cl.C(=C)C1COCCCN1